CN1C(N=C(C2=CC(=C(C=C12)OC1COCC1)C#N)N1CCOCC2=C1C=CC=C2C#CC2(CC2)C(F)(F)F)=O 1-methyl-2-oxo-7-((tetrahydrofuran-3-yl)oxy)-4-(6-((1-(trifluoromethyl)cyclopropyl)ethynyl)-2,3-dihydrobenzo[e][1,4]oxazepin-1(5H)-yl)-1,2-dihydroquinazoline-6-carbonitrile